C(C1=CC=CC=C1)N1C[C@@H]2N(C3=C(NCC2)C=C(C=N3)C(F)(F)F)CC1 (R)-9-benzyl-3-(trifluoromethyl)-5,6,7,7a,8,9,10,11-octahydropyrazino[1,2-d]pyrido[3,2-b][1,4]diazepine